Cl.C1CC12CCNCC2 6-azaspiro[2.5]Octane, hydrochloride